C1(CC1)N1C(NC2=C1C=CC(=C2)[N+](=O)[O-])=O 1-cyclopropyl-5-nitro-1H-benzo[d]imidazol-2(3H)-one